4-(2-Hydroxyethyl)-1-PiperazinePropaneSulfonic Acid OCCN1CCN(CC1)CCCS(=O)(=O)O